COC=1C=C(C=CC1OC)C1=NC2=C(N1)C=C(C=C2C)C2CCN(CC2)C2CCN(CC2)C(C)C 2-(3,4-dimethoxyphenyl)-6-(1'-isopropyl-[1,4'-bipiperidin]-4-yl)-4-methyl-1H-benzo[d]imidazole